[Si](C)(C)(C(C)(C)C)O[C@H]1CC(N(CC1)CCNC(OCC1=CC=CC=C1)=O)=O |o1:8| benzyl (R or S)-(2-(4-((tert-butyldimethylsilyl)oxy)-2-oxopiperidin-1-yl)ethyl)carbamate